Cl.ClC=1C=C(C=C(C1)Cl)[N+]1(CCN(CC1)S(=O)(=O)C1=CC=C(C=C1)NC(=O)C=1C=C(C=CC1N(S(=O)(=O)C)C)C[NH3+])[O-] [3-[[4-[4-(3,5-Dichlorophenyl)-4-oxido-piperazin-4-ium-1-yl]sulfonylphenyl]carbamoyl]-4-[methyl(methylsulfonyl)amino]phenyl]methylammonium hydrochloride